N,N'-di(naphthalene-2-yl)N,N'-di(3-methylphenyl)benzidine C1=C(C=CC2=CC=CC=C12)N(C1=CC=C(C=C1)C1=CC=C(N(C2=CC(=CC=C2)C)C2=CC3=CC=CC=C3C=C2)C=C1)C1=CC(=CC=C1)C